1-(5-(6,7-dimethoxyquinazolin-4-yl)pyridin-2-yl)ethane-1,2-diamine COC=1C=C2C(=NC=NC2=CC1OC)C=1C=CC(=NC1)C(CN)N